FC(S(=O)(=O)N1C[C@@H](C[C@@H](C1)O)NC(CC1=NC=C2C=CC(=NC2=C1)C1=NC(=CC=C1)N1C[C@@H](O[C@@H](C1)C)C)=O)F N-((3R,5S)-1-((difluoromethyl)sulfonyl)-5-hydroxypiperidin-3-yl)-2-(2-(6-((cis)-2,6-dimethylmorpholino)pyridin-2-yl)-1,6-naphthyridin-7-yl)acetamide